(1R,4R,7R)-2-(2-{7-[(azetidin-3-yl)methyl]-1-(cyclopropylmethyl)-1H-indol-2-yl}-7-methoxy-1-methyl-1H-1,3-benzodiazole-5-carbonyl)-2-azabicyclo[2.2.1]heptan-7-amine N1CC(C1)CC=1C=CC=C2C=C(N(C12)CC1CC1)C1=NC2=C(N1C)C(=CC(=C2)C(=O)N2[C@@H]1CC[C@H](C2)[C@H]1N)OC